C(CC)N1CCCCCC1 N-propylhexahydroazepine